CC1CCC(CC1)N 4-methyl-1-cyclohexylamine